FC(CN(C)C(=O)OCC1=CC=CC=C1)CCNC benzyl (4-fluoro-2,7-diazaoct-2-yl)carboxylate